N4-benzoyl-5-methylcytosine C(C1=CC=CC=C1)(=O)NC1=NC(NC=C1C)=O